C1(CC1)[C@@H](COC1=NC=C(C=C1Br)Br)NC(OC(C)(C)C)=O tert-butyl (S)-(1-cyclopropyl-2-((3,5-dibromopyridin-2-yl)oxy)ethyl)carbamate